[N+](=[N-])=C1C(C=2C=CC=C(C2C=C1)S(=O)(=O)[O-])=O 6-diazo-5,6-dihydro-5-oxo-1-naphthalene-sulfonate